2,5-dichloro-N-(2,4-difluoro-3-(1H-pyrazolo[3,4-b]pyridin-5-ylethynyl)phenyl)benzenesulfonamide TFA salt OC(=O)C(F)(F)F.ClC1=C(C=C(C=C1)Cl)S(=O)(=O)NC1=C(C(=C(C=C1)F)C#CC=1C=C2C(=NC1)NN=C2)F